ClC1=CC2=C(NC(=N2)C=2C=C(NC3=CC=C(C=C3)C=3N=NC=CC3)C=CC2)C=C1Cl 3-(5,6-dichloro-1H-benzo[d]imidazol-2-yl)-N-(4-(pyridazin-3-yl)phenyl)aniline